OCC1(COC1)CCC 3-hydroxymethyl-3-propyloxetane